CC1=CC=C(COC2=C(N=NN2)C(=O)O)C=C1 5-((4-methylbenzyl)oxy)-1H-1,2,3-triazole-4-carboxylic acid